ClC1(CC1)C(C(CC1=C(C=CC=C1)F)O)N1C=NC=C1C#N 1-[1-(1-chlorocyclopropyl)-3-(2-fluorophenyl)-2-hydroxypropyl]-1H-imidazole-5-carbonitrile